C(C)(C)(C)OC(NC1=CC=C2C(=N1)C1([C@H](OC2=O)C)CC1)=O |o1:14| (R or S)-(7'-methyl-5'-oxo-5'h,7'h-spiro[cyclopropane-1,8'-pyrano[4,3-b]pyridin]-2'-yl)carbamic acid tert-butyl ester